(2-chloro-5-hydroxyphenyl){6-[3-methyl-1-(o-tolyl)-5-pyrazolyl]-2-aza-2-spiro[3.3]heptyl}methanone ClC1=C(C=C(C=C1)O)C(=O)N1CC2(C1)CC(C2)C2=CC(=NN2C2=C(C=CC=C2)C)C